6-(3-Bromo-1-(3-chloropyridin-2-yl)-1H-pyrazol-5-carboxamido)-5-methyl-N-(thiazol-2-ylmethyl)pyrazolo[1,5-a]pyridin-7-carboxamid BrC1=NN(C(=C1)C(=O)NC=1C(=CC=2N(C1C(=O)NCC=1SC=CN1)N=CC2)C)C2=NC=CC=C2Cl